[Si]=[Te].[Nb] niobium silicon telluride